CCCCCCCCCCCCCCC.[K] potassium pentadecane